3-((1,2,3,4-Tetrahydroisoquinolin-8-yl)amino)benzamide C1NCCC2=CC=CC(=C12)NC=1C=C(C(=O)N)C=CC1